1-((4-((4-amino-2-butyl-1H-imidazo[4,5-d]thieno[3,2-b]pyridin-1-yl)methyl)benzyl)amino)-2-methylpropan-2-ol NC1=C2C(=C3C(=N1)C=CS3)N(C(=N2)CCCC)CC2=CC=C(CNCC(C)(O)C)C=C2